N1N=CN=C1S(=O)(=O)N1C[C@H](CC1)C(=O)N1CCN(CC1)C1=CC(=NC2=CC=CC=C12)C(F)(F)F (S)-(1-((1H-1,2,4-triazol-5-yl)sulfonyl)pyrrolidin-3-yl)(4-(2-(trifluoromethyl)quinolin-4-yl)piperazin-1-yl)methanone